FC1(CCN(CC1)C1=NC2=CC(=C(C=C2C(=N1)NC1CCN(CC1)C(C)=O)OC)OCCCN1CCCC1)F 1-(4-((2-(4,4-difluoropiperidin-1-yl)-6-methoxy-7-(3-(pyrrolidin-1-yl)propoxy)quinazolin-4-yl)amino)piperidin-1-yl)ethan-1-one